C1(=CC=CC=C1)C1=NNC(=C1)N 3-phenyl-5-pyrazolylamine